C(CCC)NC=1C2=C(N=C(N1)NC(OC)=O)C=NN2CC=2C=NC(=CC2OC)C2CCNCC2 methyl (7-(butylamino)-1-((4-methoxy-6-(piperidin-4-yl)pyridin-3-yl)methyl)-1H-pyrazolo[4,3-d]pyrimidin-5-yl)carbamate